(3,4-Epoxycyclohexyl)ethylmethoxyethoxyethylsilane C1(CC2C(CC1)O2)CC[SiH2]CCOCCOC